C1(CC1)C1=C(C=C(C=C1)B1OC(C(O1)(C)C)(C)C)F 2-(4-cyclopropyl-3-fluoro-phenyl)-4,4,5,5-tetramethyl-1,3,2-dioxaborolane